COC(=O)[C@@H]1CC[C@H](CC1)CNC1=C(C=CC=C1)[N+](=O)[O-].NCCCN1C=NC=C1 1-(3-aminopropyl)imidazole methyl-trans-4-[(2-nitroanilino)methyl]cyclohexanecarboxylate